2-(((S)-1-(((S)-1,1-bis(4-methoxyphenyl)propan-2-yl)amino)-4-(methylthio)-1-oxobutan-2-yl)carbamoyl)-4-methoxypyridin-3-yl isobutyrate C(C(C)C)(=O)OC=1C(=NC=CC1OC)C(N[C@H](C(=O)N[C@H](C(C1=CC=C(C=C1)OC)C1=CC=C(C=C1)OC)C)CCSC)=O